tert-butyl (1-((1-(5-(3-cyano-6-ethoxypyrazolo[1,5-a]pyridin-4-yl)pyridin-2-yl)-4-methylpiperidin-4-yl)carbamoyl) cyclobutyl)carbamate C(#N)C=1C=NN2C1C(=CC(=C2)OCC)C=2C=CC(=NC2)N2CCC(CC2)(C)NC(=O)C2(CCC2)NC(OC(C)(C)C)=O